N-((2-chlorophenyl)carbamoyl)-4-cyclopropyl-2-fluoro-6-methoxybenzamide ClC1=C(C=CC=C1)NC(=O)NC(C1=C(C=C(C=C1OC)C1CC1)F)=O